(R)-1-(3-(3-(4-((2-fluorobenzyl)oxy)phenyl)-1H-pyrazolo[4,3-c]pyridin-1-yl)pyrrolidin-1-yl)prop-2-en-1-one FC1=C(COC2=CC=C(C=C2)C2=NN(C3=C2C=NC=C3)[C@H]3CN(CC3)C(C=C)=O)C=CC=C1